2-(3-bromophenoxy)-3-ethoxypyridine BrC=1C=C(OC2=NC=CC=C2OCC)C=CC1